4-chloro-2,5-dimethylaniline ClC1=CC(=C(N)C=C1C)C